(1-(7-(Benzyloxy)quinolin-5-yl)cyclopropyl)-2-methyl-5-((1-methyl-azetidin-2-yl)methoxy)benzamide C(C1=CC=CC=C1)OC1=CC(=C2C=CC=NC2=C1)C1(CC1)C=1C(=C(C(=O)N)C=C(C1)OCC1N(CC1)C)C